di(phenyl)[di(phenyl)indolocarbazolyl]triazine ethyl-3-(5-bromo-2-nitrophenyl)-2,3-dibromopropionate C(C)OC(C(C(Br)C1=C(C=CC(=C1)Br)[N+](=O)[O-])Br)=O.C1(=CC=CC=C1)C1=C(C(=NN=N1)C1=C2C(=CC(=C1C1=CC=CC=C1)C1=CC=CC=C1)N=C1C=CC3=C4C=CC=CC4=NC3=C12)C1=CC=CC=C1